NC1=NN2C(C=C(C=C2)C=2C=NC(=C(C(=O)NCC3=CC(=CC=C3)OCC3CCC3)C2)OC)=N1 5-(2-amino-[1,2,4]triazolo[1,5-a]pyridin-7-yl)-N-(3-(cyclobutylmethoxy)benzyl)-2-methoxynicotinamide